O=CC=CC=O 1,4-dioxo-2-butene